C(C)(=O)N1C2C(OC(C1)CC2)=O (2s,5s)-5-acetyl-2-oxa-5-azabicyclo[2.2.2]octan-3-one